N-(3-(4-(3,3-difluoro-1'-oxo-2',3'-dihydro-1'H-spiro[cyclobutane-1,4'-isoquinolin]-6'-yl)-3-nitro-1H-pyrazol-1-yl)phenyl)acrylamide FC1(CC2(CNC(C3=CC=C(C=C23)C=2C(=NN(C2)C=2C=C(C=CC2)NC(C=C)=O)[N+](=O)[O-])=O)C1)F